Bis(4-(3-aminophenoxy) phenyl) sulfide NC=1C=C(OC2=CC=C(C=C2)SC2=CC=C(C=C2)OC2=CC(=CC=C2)N)C=CC1